N[C@@H]1C=2C(=NC=CC2)CC12CCN(CC2)C=2N=C1C(=NC2)N=C(C=C1)SC1=C(C(=NC=C1)N1C[C@H](CC1)CO)Cl ((S)-1-(4-((2-((S)-5-amino-5,7-dihydrospiro[cyclopenta[b]pyridin-6,4'-piperidin]-1'-yl)pyrido[2,3-b]pyrazin-6-yl)thio)-3-chloropyridin-2-yl)pyrrolidin-3-yl)methanol